COC1=C(C=2C=3C(C(NC2C(=C1)C)=O)=CSC3)[N+](=O)[O-] 8-methoxy-6-methyl-9-nitrothieno[3,4-c]quinolin-4(5H)-one